C1(=CC=CC=C1)C1=C(C=2NC3=CC=CC=C3C2C=C1)C1=CC=CC=C1 phenylphenyl-carbazole